ClC1=CC=C(C=C1)C(C)(O)C1=CC=C(C=C1)Cl bis(4-chlorophenyl)ethanol